C(C)(C)(C)OC(=O)N1C(C(C2=CC=CC(=C12)Br)(C)C)=O 7-bromo-3,3-dimethyl-2-oxo-indoline-1-carboxylic acid tert-butyl ester